C1(CC1)C=1C(=C2C(C(N(C2=C(C1)F)C1=CC=NN(C1=O)CCCC(=O)OC(C)(C)C)=O)(C)C)F tert-butyl 4-(5-(5-cyclopropyl-4,7-difluoro-3,3-dimethyl-2-oxoindolin-1-yl)-6-oxopyridazin-1(6H)-yl)butanoate